BrC=1C(=NN(C1)C)C(=O)N1CCN(CC1)CCC1=C(C=CC=C1)Cl (4-Bromo-1-methyl-1H-pyrazol-3-yl)-{4-[2-(2-chloro-phenyl)-ethyl]-piperazin-1-yl}-methanone